(E)-3-(2-fluoro-4-nitrophenyl)acrylonitrile FC1=C(C=CC(=C1)[N+](=O)[O-])/C=C/C#N